6-((5-((3S,4S)-4-amino-3-methyl-2-oxa-8-azaspiro[4.5]decan-8-yl)pyrazin-2-yl)thio)-5-chloro-3-(pyrrolidin-2-ylmethyl)quinazolin-4(3H)-one N[C@@H]1[C@@H](OCC12CCN(CC2)C=2N=CC(=NC2)SC=2C(=C1C(N(C=NC1=CC2)CC2NCCC2)=O)Cl)C